ClC1=CC=C(N=N1)N(C1C[C@]2(CC[C@@](C1)(N2C(=O)OC(C)(C)C)C)C)C tert-butyl (1R,5S)-3-[(6-chloropyridazin-3-yl)-methyl-amino]-1,5-dimethyl-8-azabicyclo[3.2.1]octane-8-carboxylate